(3-(2-chloro-5-(trifluoromethyl)pyrimidin-4-yl)phenyl)-2,2-dimethylpropionic acid tert-butyl ester C(C)(C)(C)OC(C(CC1=CC(=CC=C1)C1=NC(=NC=C1C(F)(F)F)Cl)(C)C)=O